FC=1C=C(CC=2C=NN(C2)C(=O)N[C@@H]2C(N(C3=C(OC2)C=CC(=C3)OCCN(C(C)=O)C)C)=O)C=CC1 (S)-4-(3-fluorobenzyl)-N-(5-methyl-7-(2-(N-methylacetamido)ethoxy)-4-oxo-2,3,4,5-tetrahydrobenzo[b][1,4]oxazepin-3-yl)-1H-pyrazole-1-carboxamide